FC(OC1=CC=C(OC2=CC=C3C(CCOC3=C2)=O)C=C1)(F)F 7-(4-(trifluoromethoxy)phenoxy)chroman-4-one